tert-butyl 2-((tert-butoxycarbonyl)(methyl)amino)-3-fluoro-7,8-dihydro-4H-pyrazolo[1,5-a][1,4]diazepine-5(6H)-carboxylate C(C)(C)(C)OC(=O)N(C1=NN2C(CN(CCC2)C(=O)OC(C)(C)C)=C1F)C